CC(CS(=O)C)(C)NC(=O)C=1C2=CN(N=C2C(=CC1)F)C=1C=NC=CC1 N-(1,1-dimethyl-2-methylsulfinyl-ethyl)-7-fluoro-2-(3-pyridyl)indazole-4-carboxamide